(2S,4R)-1-[(2S)-2-(4-cyclopropyltriazol-1-yl)-3,3-dimethyl-butanoyl]-4-hydroxy-N-[3-[[4-(trifluoromethyl)phenyl]methyl]tetrahydrofuran-3-yl]pyrrolidine-2-carboxamide C1(CC1)C=1N=NN(C1)[C@H](C(=O)N1[C@@H](C[C@H](C1)O)C(=O)NC1(COCC1)CC1=CC=C(C=C1)C(F)(F)F)C(C)(C)C